ClC1=C(OC2=C3C(=NN(C3=C(C=C2NC(C2=CC(=CC(=C2)C(F)(F)F)F)=O)C=O)C2OCCCC2)N2C(C3=CC=CC=C3C2=O)=O)C=C(C=C1)F N-[4-(2-chloro-5-fluorophenoxy)-3-(1,3-dioxoisoindol-2-yl)-7-formyl-1-(oxan-2-yl)indazol-5-yl]-3-fluoro-5-(trifluoromethyl)benzamide